(2S,4S)-4-(aminomethyl)-N-((R)-1-(4-carbamimidoylthiophen-2-yl)ethyl)-1-((9,9-difluoro-9H-fluorene-3-carbonyl)glycyl)-4-fluoropyrrolidine-2-carboxamide NC[C@]1(C[C@H](N(C1)C(CNC(=O)C=1C=CC=2C(C3=CC=CC=C3C2C1)(F)F)=O)C(=O)N[C@H](C)C=1SC=C(C1)C(N)=N)F